CC1=NC(=NO1)COC1=CC=C(C=C1)/C=C/C(=O)C1=CC=C(C=C1)S(=O)(=O)NCCC(=O)O 3-[[4-[(E)-3-[4-[(5-Methyl-1,2,4-oxadiazol-3-yl)methoxy]phenyl]prop-2-enoyl]phenyl]sulfonylamino]propanoic acid